C1(=CC=CC=C1)C1=CC=NC=2N1N=C(C2)C(=O)O 7-phenylpyrazolo[1,5-a]pyrimidine-2-carboxylic acid